C1(CC1)S(=O)(=O)NC(C1=CC=C(C=C1)[C@H]1N(CC[C@@H](C1)OCC)CC1=C2C=CNC2=C(C=C1OC)C)=O N-(cyclopropanesulfonyl)-4-[(2S,4S)-4-ethoxy-1-[(5-methoxy-7-methyl-1H-indol-4-yl)methyl]piperidin-2-yl]benzamide